ClCC1NC2=C(C=NC(=C2)C#N)N1C1CCOCC1 2-(chloromethyl)-3-(tetrahydro-2H-pyran-4-yl)-2,3-dihydro-1H-imidazo[4,5-c]Pyridine-6-carbonitrile